N1CC(CC1)CN1CCC(CC1)C(=O)N (pyrrolidin-3-ylmethyl)piperidine-4-carboxamide